(R)-3-(4-(2-(4-((R)-2-acetoxy-3-chloropropoxy)-3,5-dibromophenyl)propan-2-yl)phenoxy)propane-1,2-diyl diacetate C(C)(=O)OC[C@@H](COC1=CC=C(C=C1)C(C)(C)C1=CC(=C(C(=C1)Br)OC[C@H](CCl)OC(C)=O)Br)OC(C)=O